3-(1-methyl-1H-pyrazol-5-yl)cyclopent-2-ene-1-one CN1N=CC=C1C1=CC(CC1)=O